5-formyl-2'-deoxycytidine-5'-Triphosphate P(O)(=O)(OP(=O)(O)OP(=O)(O)O)OC[C@@H]1[C@H](C[C@@H](O1)N1C(=O)N=C(N)C(=C1)C=O)O